7-(4-chloro-5-methyl-1H-indazol-3-yl)-8-fluoro-2-{[(2R,7aS)-2-fluorotetrahydro-1H-pyrrolizin-7a(5H)-yl]methoxy}-4-(8-oxa-3-azabicyclo[3.2.1]octan-3-yl)pyrido[4,3-d]pyrimidine ClC1=C2C(=NNC2=CC=C1C)C1=C(C=2N=C(N=C(C2C=N1)N1CC2CCC(C1)O2)OC[C@]21CCCN1C[C@@H](C2)F)F